1-[(1S)-1-(2-pyrimidin-2-yl-1,2,4-triazol-3-yl)ethyl]-3-[4-(trifluoromethyl)pyrimidin-2-yl]urea N1=C(N=CC=C1)N1N=CN=C1[C@H](C)NC(=O)NC1=NC=CC(=N1)C(F)(F)F